hydroxyethylaniline OCCNC1=CC=CC=C1